O1CCC(CC1)NC1=CC=C(C=C1)[C@@H]1[C@@H](C[C@H]2[C@@H](N1)CCC2)C(=O)OC(C)(C)C tert-butyl (2S,3R,4aS,7aS)-2-[4-(tetrahydropyran-4-ylamino)-phenyl]-2,3,4,4a,5,6,7,7a-octahydro-1H-cyclopenta[b]pyridine-3-carboxylate